5-methoxy-2-[4-methyl-7-[(3R)-1-methyl-3-piperidyl]pyrrolo[2,3-c]pyridazin-3-yl]phenol COC=1C=CC(=C(C1)O)C1=C(C2=C(N=N1)N(C=C2)[C@H]2CN(CCC2)C)C